ethylene glycol bis(4-cyanobutyl) ether C(#N)CCCCOCCOCCCCC#N